FC1=CC(=C(C=C1)[N+](=O)[O-])OC(F)(F)F 4-fluoro-2-trifluoromethoxy-1-nitrobenzene